NC1=NC(=NN2C1=C(C=C2)C2=CC=C1C(=N2)N(N=N1)CC(F)F)NC1CCC(CC1)(O)C (1r,4r)-4-((4-Amino-5-(3-(2,2-difluoroethyl)-3H-[1,2,3]triazolo[4,5-b]pyridin-5-yl)pyrrolo[2,1-f][1,2,4]triazin-2-yl)amino)-1-methylcyclohexan-1-ol